CO[C@H]1[C@@H](O[C@@H]([C@H]1O)COC(C1=CC=C(C=C1)OC)(C1=CC=C(C=C1)OC)C1=CC=CC=C1)N1C(=O)NC(=O)C=C1 2'-O-methyl-5'-O-(4,4'-dimethoxytrityl)uridine